ClC1=NC=C(C(=C1)N1CCC(CC1)(C)CO)C#CC=1C=NN(C1)C1CCOCC1 (1-(2-chloro-5-((1-(tetrahydro-2H-pyran-4-yl)-1H-pyrazol-4-yl)ethynyl)pyridin-4-yl)-4-methylpiperidin-4-yl)methanol